(3S)-3-((2s,4r)-4-hydroxy-1-(3-methyl-2-(3-methylisoxazol-5-yl)butyryl)pyrrolidine-2-carboxamido)-3-(4-(4-methylthiazol-5-yl)phenyl)propionic acid O[C@@H]1C[C@H](N(C1)C(C(C(C)C)C1=CC(=NO1)C)=O)C(=O)N[C@@H](CC(=O)O)C1=CC=C(C=C1)C1=C(N=CS1)C